C(C)N(CCCN(CC)CC)CC tetraethyl-1,3-propylenediamine